C\C=C/CC (2Z)-pent-2-en